2,4-diamino-6-chloro-sym-triazine NC1=NC(=NC(=N1)N)Cl